C(C(=C)C)(=O)OC(COC1=CC=C(C=C1)NC(=O)OC(C)(C)C)COC 1-(4-tert-Butoxycarbonylaminophenoxy)-3-methoxyprop-2-yl methacrylate